(9R,13S)-13-amino-3-(difluoromethyl)-9-methyl-3,4,7-triazatricyclo[12.3.1.02,6]octadeca-1(18),2(6),4,14,16-pentaen-8-one N[C@H]1CCC[C@H](C(NC=2C=NN(C2C=2C=CC=C1C2)C(F)F)=O)C